C(C1=CC=CC=C1)OCC1=NN(C(N1CC)=O)C=1C(=CC2=C(C(=NN(C2=O)C2=C(C=CC=C2)C)C(C)C)N1)F 2-(3-((Benzyloxy)methyl)-4-ethyl-5-oxo-4,5-dihydro-1H-1,2,4-triazol-1-yl)-3-fluoro-8-isopropyl-6-(o-tolyl)pyrido[2,3-d]pyridazin-5(6H)-one